9-([1,1'-biphenyl]-4-ylsulfinyl)-10-phenylphenanthrene C1(=CC=C(C=C1)S(=O)C=1C2=CC=CC=C2C=2C=CC=CC2C1C1=CC=CC=C1)C1=CC=CC=C1